3,6-dimethylpyrazolo[3,2-c]-1,2,4-triazole CC1N2C(N=N1)=CC(=N2)C